(R)-1-((1-(3,5-difluorobenzyl)-2-(difluoromethyl)-1H-imidazol-4-yl)amino)-1-oxopropan-2-yl 2-nitrobenzenesulfonate [N+](=O)([O-])C1=C(C=CC=C1)S(=O)(=O)O[C@@H](C(=O)NC=1N=C(N(C1)CC1=CC(=CC(=C1)F)F)C(F)F)C